C(C1=CC=CC=C1)OC[C@H](N)C(=O)OC methyl O-benzyl-L-serinate